O(C1=CC=CC=C1)C1C=C(C(O1)=O)Br 5-phenoxy-3-bromo-2(5H)furanone